ethyl 7-(indan-2-ylcarbamoyl)-2-phenyl-pyrazolo[1,5-a]pyridine-3-carboxylate C1C(CC2=CC=CC=C12)NC(=O)C1=CC=CC=2N1N=C(C2C(=O)OCC)C2=CC=CC=C2